(2S)-2-[4-chloro-2-(4-butoxy-4,5-dihydroisoxazol-3-yl)phenoxy]-3-methylbutanoic acid tert-butyl ester C(C)(C)(C)OC([C@H](C(C)C)OC1=C(C=C(C=C1)Cl)C1=NOCC1OCCCC)=O